FC(C1=NN=C(O1)C=1C=CC(=NC1)CN1C(N(C2=C1C=CC(=C2)C=2C=NC=CC2)C2CCNCC2)=O)F 1-((5-(5-(Difluoromethyl)-1,3,4-oxadiazol-2-yl)pyridin-2-yl)methyl)-3-(piperidin-4-yl)-5-(pyridin-3-yl)-1,3-dihydro-2H-benzo[d]imidazol-2-one